BrC1=C(C(=C(C=C1)S(=O)(=O)C1=C(C(=C(C=C1)Br)Br)Br)Br)Br tri-bromophenyl sulfone